2,4-difluoro-5-nitrotrichloromethyl-benzene FC1=C(C=C(C(=C1)F)[N+](=O)[O-])C(Cl)(Cl)Cl